6-oxo-4-(((trifluoromethyl)sulfonyl)oxy)-1,6-dihydropyridine-3-carboxylate O=C1C=C(C(=CN1)C(=O)[O-])OS(=O)(=O)C(F)(F)F